C1=C(C=CC2=CC=CC=C12)N(C1=CC=C(C2=CC=C(N(C3=CC=CC=C3)C3=CC4=CC=CC=C4C=C3)C=C2)C=C1)C1=CC=CC=C1 bis(naphthalen-2-yl)-N,N'-bis(phenyl)benzidine